ClC1=CC=C(C=C1)C=1C=C(C(N(N1)C=1C=NN(C1)C)=O)C(=O)N[C@@H]1COC[C@@H]1O 6-(4-chlorophenyl)-N-[(3r,4r)-4-hydroxytetrahydrofuran-3-yl]-2-(1-methyl-1H-pyrazol-4-yl)-3-oxo-2,3-dihydropyridazine-4-carboxamide